6-(4-(diphenylamino)phenyl)naphthalen-2-ol C1(=CC=CC=C1)N(C1=CC=C(C=C1)C=1C=C2C=CC(=CC2=CC1)O)C1=CC=CC=C1